Tert-butyl-4-(((4-nitronaphthalen-1-yl)oxy)methyl)pyridin-2-amine C(C)(C)(C)C=1C(=NC=CC1COC1=CC=C(C2=CC=CC=C12)[N+](=O)[O-])N